9,9'-(5-(4,6-diphenyl-1,3,5-triazin-2-yl)-1,3-phenylene)bis(3-(9,9'-spirobi[fluoren]-3-yl)-9H-carbazole) C1(=CC=CC=C1)C1=NC(=NC(=N1)C1=CC=CC=C1)C=1C=C(C=C(C1)N1C2=CC=CC=C2C=2C=C(C=CC12)C=1C=CC=2C3(C4=CC=CC=C4C2C1)C1=CC=CC=C1C=1C=CC=CC13)N1C3=CC=CC=C3C=3C=C(C=CC13)C=1C=CC=3C2(C4=CC=CC=C4C3C1)C1=CC=CC=C1C=1C=CC=CC12